ClC1=CC=C(C=C1)C=1N=NC(=C2C1C=NC=C2)NC2CN(CCC2)C2CC2 4-(4-chlorophenyl)-N-(1-cyclopropylpiperidin-3-yl)pyrido[3,4-d]pyridazin-1-amine